ClC=1C=C(C=CC1)C(COC(=O)N[C@@H](CC(C)C)C(=O)OC)(C)C methyl ((2-(3-chlorophenyl)-2-methylpropoxy) carbonyl)-leucinate